C1(CC1)C=1C=C(C=CC1)[C@@H]1[C@H](C1)C(=O)O |r| rac-(1S*,2S*)-2-(3-cyclopropylphenyl)cyclopropanecarboxylic acid